C1(CC1)C1=NNC(=N1)C1CC2(CN(C2)C(=O)N2CC3(C2)CC(C3)C(C=3N=NC(=CC3)C(F)(F)F)(F)F)C1 [6-(3-cyclopropyl-1H-1,2,4-triazol-5-yl)-2-azaspiro[3.3]heptan-2-yl]-[6-[difluoro-[6-(trifluoromethyl)pyridazin-3-yl]methyl]-2-azaspiro[3.3]heptan-2-yl]methanone